NCC(O)C1=CC(=NC=C1)C 2-amino-1-(2-methylpyridin-4-yl)ethan-1-ol